2-chloro-N-(1-isopropyl-piperidin-4-yl)-quinazolin-4-amine ClC1=NC2=CC=CC=C2C(=N1)NC1CCN(CC1)C(C)C